methyl-3-((6-fluoro-4-(methylsulfanyl)-1-tosyl-1H-indol-5-yl)oxy)benzothiolinide di(2-ethoxyethyl)peroxydicarbonate C(C)OCCOC(=O)OOC(=O)OCCOCC.CC1=CC=CC2=C1C(=[C-]S2)OC=2C(=C1C=CN(C1=CC2F)S(=O)(=O)C2=CC=C(C)C=C2)SC